5-hydroxy-2-phenyl-7-(p-ethylphenyl)-chromen-4-one OC1=C2C(C=C(OC2=CC(=C1)C1=CC=C(C=C1)CC)C1=CC=CC=C1)=O